CNC(OC1CCC(CC1)C(N(CC12CCC(CC1)(CC2)C2=CC(=C(C=C2)OC)C)C2=CC(=CC=C2)C2=CC(=NS2)C2CC2)=O)=O 4-((3-(3-Cyclopropylisothiazol-5-yl) phenyl)((4-(4-methoxy-3-methylphenyl) bicyclo[2.2.2]octan-1-yl)methyl) carbamoyl)cyclohexyl trans-methylcarbamate